(1S,2S)-cyclohexane-1,2-diol [C@H]1([C@H](CCCC1)O)O